5-(2'-amino-5-chloro-2,4'-difluoro-[1,1'-biphenyl]-4-carboxamido)-3-chloro-N-(furan-3-ylmethyl)picolinamide NC1=C(C=CC(=C1)F)C1=C(C=C(C(=C1)Cl)C(=O)NC=1C=C(C(=NC1)C(=O)NCC1=COC=C1)Cl)F